C(C)C=1C=2N(N=C(C1)C=1C=C(C(=NC1)C=1N=NC(=CC1)O[C@H]1[C@H](C(NC(C1)(C)C)(C)C)F)O)C=C(N2)C 5-(8-ethyl-2-methylimidazo[1,2-b]pyridazin-6-yl)-2-(6-{[(3S,4R)-3-fluoro-2,2,6,6-tetramethylpiperidin-4-yl]oxy}pyridazin-3-yl)pyridin-3-ol